C1=NN2C=3C(OCCOC13)=NC(=C2)C(=O)OC Methyl 7,8-dihydro-6,9-dioxa-2,2a,5-triazabenzo[cd]azulene-4-carboxylate